3-[2-fluoro-5-(7-fluoroindole-1-sulfonyl)-4-methoxyphenyl]-2,4-dioxo-1H-thieno[3,4-d]pyrimidine-5-carboxylic acid FC1=C(C=C(C(=C1)OC)S(=O)(=O)N1C=CC2=CC=CC(=C12)F)N1C(NC=2C(C1=O)=C(SC2)C(=O)O)=O